9-(m-bromophenyl)acridine BrC=1C=C(C=CC1)C=1C2=CC=CC=C2N=C2C=CC=CC12